C(C)(C)(C)NC(O[C@H]1C[C@H](CC1)C1=CC(=NN1)NC(=O)C1=CC(=NN1C)OC)=O (1R,3S)-3-(3-{[(3-methoxy-1-methyl-1H-pyrazol-5-yl)carbonyl]amino}-1H-pyrazol-5-yl)cyclopentyl tert-butylcarbamate